C(C)(C)N1N=C2C(=CC(=CC2=C1)C1=NC(=NC=C1F)Cl)F 2-isopropyl-5-(2-chloro-5-fluoropyrimidin-4-yl)-7-fluoro-2H-indazole